C(C)(C)(C)C1=CC=C(CNCCNCC2=CC=C(C=C2)C(C)(C)C)C=C1 bis(4-tert-butylbenzyl)-1,2-ethylenediamine